NC1=NC=C(C2=C1C(=NN2[C@@H]2CN(CC2)C(C=C)=O)C#CC2=C(C(=CC(=C2F)OC)OC)F)COCC (S)-1-(3-(4-amino-3-((2,6-difluoro-3,5-dimethoxyphenyl)ethynyl)-7-(ethoxymethyl)-1H-pyrazolo[4,3-c]pyridin-1-yl)pyrrolidin-1-yl)prop-2-en-1-one